N-(3-(2-furyl)acryloyl)phenylalanine O1C(=CC=C1)C=CC(=O)N[C@@H](CC1=CC=CC=C1)C(=O)O